9-Methyl-2,3,6,7-tetrahydro-1H,5H,11H-pyrano[2,3-f]pyrido[3,2,1-ij]chinolin-11-on CC1=CC(OC2=C3CCCN4C3=C(C=C21)CCC4)=O